FC1=C(C=C(C=C1)NC(C=C)=O)NC1=NC(=NC=C1C1=CC(=CC(=C1)OC(C)C)F)NC=1C=NN(C1)C N-(4-fluoro-3-((5-(3-fluoro-5-isopropoxyphenyl)-2-((1-methyl-1H-pyrazol-4-yl)amino)pyrimidin-4-yl)amino)phenyl)acrylamide